4-(6-(3-(4-ethynyl-3-fluorophenoxy)azetidin-1-yl)pyridin-3-yl)-2-fluoro-6-hydroxypyrazolo[1,5-a]pyridine-3-carbonitrile C(#C)C1=C(C=C(OC2CN(C2)C2=CC=C(C=N2)C=2C=3N(C=C(C2)O)N=C(C3C#N)F)C=C1)F